5-Fluoro-2-(5-fluoropyridin-2-yl)-5,6-dihydro-4H-pyrrolo[1,2-b]pyrazol FC1CC=2N(N=C(C2)C2=NC=C(C=C2)F)C1